N-[(7S)-4-Fluorobicyclo[4.2.0]octa-1,3,5-trien-7-yl]-N'-hydroxy-4-{[cis-3-(sulfamoylamino)cyclobutyl]oxy}-1,2,5-oxadiazol-3-carboximidamid FC1=CC=C2C[C@@H](C2=C1)NC(=NO)C1=NON=C1O[C@@H]1C[C@@H](C1)NS(N)(=O)=O